Bis(hydroxyethyl)aminopropyl-N-hydroxyethyl-octadecylamin-dihydrofluorid F.F.OCCN(CCO)CCCN(CCO)CCCCCCCCCCCCCCCCCC